4-(5-(3-ethoxy-4-(methylthio)phenyl)pyridin-3-yl)-1,2-oxaborol-2-ol C(C)OC=1C=C(C=CC1SC)C=1C=C(C=NC1)C=1CB(OC1)O